2-(6-(4-(3-(t-butoxycarbonylamino)propylsulfonyl)phenyl)quinoline-4-carboxamido)acetic acid C(C)(C)(C)OC(=O)NCCCS(=O)(=O)C1=CC=C(C=C1)C=1C=C2C(=CC=NC2=CC1)C(=O)NCC(=O)O